1-((3,3-Difluorocyclobutyl)methyl)-5-methyl-1H-pyrazol-3-amine FC1(CC(C1)CN1N=C(C=C1C)N)F